1H-benzo[d]imidazol-6-amine N1C=NC2=C1C=C(C=C2)N